ClC=1C=C(C(=O)N2CC=3C(=NN4C3C(NCC4C(=O)O)=O)CC2C)C=CC1Cl 2-(3,4-dichlorobenzoyl)-3-methyl-10-oxo-1,2,3,4,7,8,9,10-octahydropyrido[4',3':3,4]Pyrazolo[1,5-a]Pyrazine-7-carboxylic acid